C1(CC1)NC(C1=C(C=C(C=C1OC)C1=CN=C2N1C=CC(=C2)OCCN(C)CC(F)F)OC(F)F)=O N-cyclopropyl-4-[7-[2-[2,2-difluoroethyl(methyl)amino]ethoxy]imidazo[1,2-a]pyridin-3-yl]-2-(difluoromethoxy)-6-methoxy-benzamide